COC(=O)C=1NC2=CC=CC(=C2C1C)C=1C(=NN(C1C)C)COS(=O)(=O)C 4-(1,5-dimethyl-3-(((methylsulfonyl)oxy)methyl)-1H-pyrazol-4-yl)-3-methyl-1H-indole-2-carboxylic acid methyl ester